2-(Fmoc-amino)bromoethane C(=O)(OCC1C2=CC=CC=C2C2=CC=CC=C12)NCCBr